2-amino-3-(3-chloro-2-methyl-5-nitrophenyl)propan-1-ol NC(CO)CC1=C(C(=CC(=C1)[N+](=O)[O-])Cl)C